(S)-8-chloro-2-(2-(2-chlorophenyl)-4,5,6,7-tetrahydro-1H-benzo[d]imidazol-6-yl)-1,2,3,4-tetrahydroisoquinoline ClC=1C=CC=C2CCN(CC12)[C@H]1CCC2=C(NC(=N2)C2=C(C=CC=C2)Cl)C1